2-(3-Amino-2-(methoxymethoxy)phenyl)acetic acid ethyl ester C(C)OC(CC1=C(C(=CC=C1)N)OCOC)=O